(RS)-1-(9-acetyl-8,9-dihydro-7H-thiazolo[4',5':3,4]benz[1,2-b][1,4]oxazin-2-yl)-5-(prop-1-yn-1-yl)imidazolidin-2-one C(C)(=O)N1C=2C(OCC1)=CC=C1C2N=C(S1)N1C(NC[C@H]1C#CC)=O |r|